anti-triiodan I[IH]I